C(C)(C)(C)OC(N(C)C1CCC2=C(C(=CS2)C#N)C1)=O.NC1=CC=C(OC2=CC=C(C=C2)C2(N=CC=N2)C2=CC=C(C=C2)OC2=CC=C(C=C2)N)C=C1 2,2-bis[4-(4-aminophenoxy)phenyl]imidazole tert-butyl-N-(3-cyano-4,5,6,7-tetrahydrobenzothiophen-5-yl)-N-methyl-carbamate